2-((5-chloro-2-(3-((2-(2,6-dioxopiperidin-3-yl)-1-oxoisoindolin-5-yl)methyl)ureido)-4-methoxyphenoxy)methyl)acrylic acid ClC=1C(=CC(=C(OCC(C(=O)O)=C)C1)NC(=O)NCC=1C=C2CN(C(C2=CC1)=O)C1C(NC(CC1)=O)=O)OC